C(C)OC(C(F)(F)C1=NC(=CC(=N1)Cl)C)=O 2-(4-Chloro-6-methylpyrimidin-2-yl)-2,2-difluoroacetic acid ethyl ester